C(C)OC(=O)C1=NNC=C1.C(C)OC(=O)C1=NN(C=C1)C1CCN(CC1)C(=O)OC(C)(C)C tert-butyl 4-(3-(ethoxycarbonyl)-1H-pyrazol-1-yl)piperidine-1-carboxylate Ethyl-1H-pyrazole-3-carboxylate